FC1=C(C=C(C=C1)F)[C@@H]1CO[C@H](CN1)C (2S,5R)-5-(2,5-difluorophenyl)-2-methylmorpholine